6-[4-(2-methylpyrazol-3-yl)sulfonyl-2-(trifluoromethyl)piperazin-1-yl]-1H-pyridin-2-one CN1N=CC=C1S(=O)(=O)N1CC(N(CC1)C1=CC=CC(N1)=O)C(F)(F)F